(S)-2-((3-(2-Oxo-1-phenyl-1,2-dihydro-3H-imidazo[4,5-b]pyridin-3-yl)pyrrolidin-1-yl)methyl)isonicotinic Acid O=C1N(C=2C(=NC=CC2)N1[C@@H]1CN(CC1)CC=1C=C(C(=O)O)C=CN1)C1=CC=CC=C1